(2,4-dicarbonyl-2H-benzo[e][1,3]-oxazin-3(4H)-yl) octanoate C(CCCCCCC)(=O)ON1C(OC2=C(C1=C=O)C=CC=C2)=C=O